CC1=CC=C(C=C1)C(=O)C2=CC=C(N2C)CC(=O)O The molecule is a monocarboxylic acid that is (1-methylpyrrol-2-yl)acetic acid substituted at position 5 on the pyrrole ring by a 4-methylbenzoyl group. Used in the form of its sodium salt dihydrate as a nonselective nonsteroidal anti-inflammatory drug. It has a role as a non-steroidal anti-inflammatory drug and an EC 1.14.99.1 (prostaglandin-endoperoxide synthase) inhibitor. It is a member of pyrroles, a monocarboxylic acid and an aromatic ketone. It is a conjugate acid of a tolmetin(1-).